1,4-diamino-2,3-dicyano-1,4-bis(cyclohexylmercapto)butadiene NC(=C(C(=C(SC1CCCCC1)N)C#N)C#N)SC1CCCCC1